2-benzyl-2-(((2r,3s,4r,5r)-5-(5-chloro-7-(hydroxyamino)-3H-imidazo[4,5-b]pyridin-3-yl)-3-ethynyl-3,4-dihydroxytetrahydrofuran-2-yl)methoxy)malonic acid C(C1=CC=CC=C1)C(C(=O)O)(C(=O)O)OC[C@H]1O[C@H]([C@@H]([C@@]1(O)C#C)O)N1C=NC=2C1=NC(=CC2NO)Cl